C(C)(C)(C)OC(=O)N1CC2=C(CC1)C=C(N2C)C(=O)O 6-(tert-butoxycarbonyl)-1-methyl-4,5,6,7-tetrahydro-1H-pyrrolo[2,3-c]pyridine-2-carboxylic acid